ethyl (4-isocyanatophenyl)acetate N(=C=O)C1=CC=C(C=C1)CC(=O)OCC